N1=C(N=CC=C1)CN 1-(pyrimidin-2-yl)methylamine